[Tm].[Eu].[Sm] samarium europium thulium